C1(=CC=CC=C1)CC(=O)OCCC1=CC=CC=C1 phenylacetic acid, 2-phenylethyl ester